C1(CC1)C=1NC(=NN1)C1CC2(CN(C2)C(=O)N2CC(C2)C=2C=NC(=CC2)NCC2(CC2)C(F)(F)F)C1 [6-(5-cyclopropyl-4H-1,2,4-triazol-3-yl)-2-azaspiro[3.3]heptan-2-yl]-[3-[6-[[1-(trifluoromethyl)cyclopropyl]methylamino]-3-pyridyl]azetidin-1-yl]methanone